bis[3,5-difluoro-2-[5-(trifluoromethyl)-2-pyridinyl]phenyl]iridium (1+) FC=1C(=C(C=C(C1)F)[Ir+]C1=C(C(=CC(=C1)F)F)C1=NC=C(C=C1)C(F)(F)F)C1=NC=C(C=C1)C(F)(F)F